C(C)(C)(C)OC(=O)NC1CC(C1)COC1=NC=CC(=C1)N(C(OC(C)(C)C)=O)C1=CC(=NN1C(C)(C)C)[C@@H]1C[C@@H](CC1)O tert-butyl (2-(((1r,3S)-3-((tert-butoxycarbonyl)amino)cyclobutyl)methoxy)pyridin-4-yl)(1-(tert-butyl)-3-((1S,3R)-3-hydroxycyclopentyl)-1H-pyrazol-5-yl)carbamate